S=C1NN=NN1CCCNC(OC(C)(C)C)=O tert-butyl N-[3-(5-sulfanylidene-4,5-dihydro-1H-1,2,3,4-tetrazol-1-yl)propyl]carbamate